3-bromo-4-ethyl-5-(3-(piperazin-1-yl)phenyl)pyridin-2-amine BrC=1C(=NC=C(C1CC)C1=CC(=CC=C1)N1CCNCC1)N